tert-butyl 3-(2-tert-butoxy-2-oxo-ethoxy)-4-chloro-5-[3-[[1-[[3-[3-chloropropanoyl(methyl)amino] phenyl] methylsulfonyl]-2,2-dimethyl-4-piperidyl]amino]phenyl]thiophene-2-carboxylate C(C)(C)(C)OC(COC1=C(SC(=C1Cl)C1=CC(=CC=C1)NC1CC(N(CC1)S(=O)(=O)CC1=CC(=CC=C1)N(C)C(CCCl)=O)(C)C)C(=O)OC(C)(C)C)=O